COCCOC1=C(OC2=C1C=CC=C2)C(=O)O (2-methoxyethoxy)benzofuran-2-carboxylic acid